(E)-3-chloro-6-hydroxy-5-((2E,4E)-5-((1R,2R,3S,6R)-3-hydroxy-1,2,3,6-tetramethylcyclohexyl)-3-methylpentane-2,4-dien-1-yl)-4-methoxy-2-methylbenzaldehyde oxime ClC=1C(=C(/C=N/O)C(=C(C1OC)C\C=C(\C=C\[C@@]1([C@H]([C@@](CC[C@H]1C)(C)O)C)C)/C)O)C